2-((3-(2-(diisopropyl-amino)ethyl)-1H-indol-4-yl)oxy)-6-(hydroxy-methyl)tetrahydro-2H-pyran-3,4,5-triol C(C)(C)N(CCC1=CNC2=CC=CC(=C12)OC1OC(C(C(C1O)O)O)CO)C(C)C